N1=CC=C2COCCCN21 7,8-dihydro-4H,6H-pyrazolo[5,1-c][1,4]oxazepine